[Cl-].[Cl-].C(=C)[Zr+2](C1C=CC2=CC=CC=C12)C1C=CC2=CC=CC=C12 racemic-vinyl-(diindenyl)zirconium dichloride